(2,6-Difluorobenzyl)(4-((dimethylamino)methyl)-5-(4-nitrophenyl)-3-((5-(oxetane-3-yloxy)pyridin-2-yl)carbamoyl)thiophen-2-yl)carbamate FC1=C(COC(NC=2SC(=C(C2C(NC2=NC=C(C=C2)OC2COC2)=O)CN(C)C)C2=CC=C(C=C2)[N+](=O)[O-])=O)C(=CC=C1)F